ClC1=C(C(=O)NC2=C(C=C(C=C2)F)F)C=CC=N1 2-chloro-3-N-(2,4-difluorophenyl)-nicotinamide